C1(=CC=CC=C1)C1=NC(=CC(=C1)C1=NC(=CC(=C1)C=1C=C(C=CC1)C1=CC(=NC=C1C1=CC=C(C=C1)N1C2=CC=CC(=C2C=2C(=CC=CC12)C)C)C1=CC=C(C=C1)N1C2=CC=CC(=C2C=2C(=CC=CC12)C)C)C1=CC(=NC(=C1)C1=CC=CC=C1)C1=CC=CC=C1)C1=CC=CC=C1 9,9'-((4-(3-(2,2'',6,6''-tetraphenyl-[4,2':6',4''-terpyridin]-4'-yl)phenyl)pyridine-2,5-diyl)bis(4,1-phenylene))bis(4,5-dimethyl-9H-carbazole)